[Na].C1(=CC=CC=C1)O monophenol sodium salt